CC1CCC(N(C1)C(C(=O)OCC(F)(F)F)=O)C1=CC=CC=C1 2,2,2-trifluoroethyl 2-(5-methyl-2-phenyl-1-piperidyl)-2-oxo-acetate